OC(CC(=O)SCCNC(CCNC([C@@H](C(COP(OP(OC[C@@H]1[C@H]([C@H]([C@@H](O1)N1C=NC=2C(N)=NC=NC12)O)OP(=O)(O)O)(=O)O)(=O)O)(C)C)O)=O)=O)(C)C 3-hydroxyisovaleryl-CoA